C(#N)C=1C2=C(N(N=C2C=C(C1)C=1C=NN(C1)C)C)C1=CC(=C(C(=O)OC(C)(C)C)C(=C1)OC)OC(F)F tert-butyl 4-[4-cyano-2-methyl-6-(1-methylpyrazol-4-yl)indazol-3-yl]-2-(difluoromethoxy)-6-methoxybenzoate